Cl.C1(CCC1)O[C@H]1CN(CCC1)C1CCNCC1 |r| rac-3-(cyclobutyloxy)-1,4'-bipiperidine hydrochloride